C1OCC[C@@]12CN(CC2)C2=NC=1N(C=C2)N=CC1C(=O)OCC ethyl 5-[(5S)-2-oxa-7-azaspiro[4.4]nonan-7-yl]pyrazolo[1,5-a]pyrimidine-3-carboxylate